3-(4-(2-(tert-butyldiphenylsilyl)ethoxy)-3-iodophenyl)propionic acid [Si](C1=CC=CC=C1)(C1=CC=CC=C1)(C(C)(C)C)CCOC1=C(C=C(C=C1)CCC(=O)O)I